1,1,1-trimethylolethane diacetoacetate C(CC(=O)C)(=O)O.C(CC(=O)C)(=O)O.C(O)C(C)(CO)CO